(2E)-3-(3-methanesulfonylphenyl)prop-2-enal tert-butyl-(2-((2-(4-nitrophenyl)-2-oxoethyl)sulfonyl)ethyl)carbamate C(C)(C)(C)N(C(O)=O)CCS(=O)(=O)CC(=O)C1=CC=C(C=C1)[N+](=O)[O-].CS(=O)(=O)C=1C=C(C=CC1)/C=C/C=O